ClC1=C(C(=O)O)C(=C(C=C1Cl)Cl)OC 2,3,5-trichloro-6-methoxybenzoic acid